C1(CC1)[C@H](C)N(C(=O)OCC1=C(C=NN1C)C1=CC=C(OC2CCCCC2)C=C1)C (1S,3S)-3-{4-[5-({[(1-Cyclopropylethyl)(methyl)carbamoyl]oxy}methyl)-1-methyl-1H-pyrazol-4-yl]phenoxy}cyclohexan